methyl 2-[1-(fluoromethyl)-2-oxabicyclo[2.1.1]hexan-4-yl]-7-isopropoxy-imidazo[1,2-a]pyridine-6-carboxylate FCC12OCC(C1)(C2)C=2N=C1N(C=C(C(=C1)OC(C)C)C(=O)OC)C2